O=C1NCC(N1)C(=O)N 2-oxo-imidazolidine-4-carboxamide